3-bromo-7-(2-((3aR,4R,6R,6aR)-6-methoxy-2,2-dimethyltetrahydrofuro[3,4-d][1,3]dioxol-4-yl)ethyl)quinolin-2-amine BrC=1C(=NC2=CC(=CC=C2C1)CC[C@H]1O[C@H]([C@@H]2OC(O[C@@H]21)(C)C)OC)N